2-[4-(benzo[1,3]dioxol-5-ylmethyl)piperazin-1-yl]pyrimidine O1COC2=C1C=CC(=C2)CN2CCN(CC2)C2=NC=CC=N2